C(C)(C)(CC(C)(C)C)C1=CC=C(C=C1)N(NC1=C([N+](=O)[O-])C=C([N+](=O)[O-])C=C1[N+](=O)[O-])C1=CC=C(C=C1)C(C)(C)CC(C)(C)C 2,2-bis(4-tert-octylphenyl)-1-picrylhydrazine